N[C@H](CO)CC1=NC(=NO1)C1=CC=C(C=C1)O[C@@H](CC1=CC=CC=C1)C (S)-2-Amino-3-(3-(4-(((R)-1-phenylpropan-2-yl)oxy)phenyl)-1,2,4-oxadiazol-5-yl)propan-1-ol